COC(=O)[C@H]1CN(CC1)C1=CC(=C(C(=C1)F)Br)F (R)-1-(4-bromo-3,5-difluorophenyl)pyrrolidine-3-carboxylic acid methyl ester